6-((4,4-difluorocyclohexyl)oxy)nicotinonitrile FC1(CCC(CC1)OC1=NC=C(C#N)C=C1)F